(S)-5-(azetidin-3-yl)-3-(5-chloro-2-(2-methylazetidin-1-yl)-6-(trifluoromethyl)pyrimidin-4-yl)-1,2,4-oxadiazole N1CC(C1)C1=NC(=NO1)C1=NC(=NC(=C1Cl)C(F)(F)F)N1[C@H](CC1)C